(1S)-1-[2-[3-(difluoromethyl)-5-methyl-pyrazol-1-yl]-6-[6-fluoro-5-(pyridazin-3-ylamino)benzoimidazol-1-yl]-3-pyridinyl]ethanol FC(C1=NN(C(=C1)C)C1=NC(=CC=C1[C@H](C)O)N1C=NC2=C1C=C(C(=C2)NC=2N=NC=CC2)F)F